tert-butyl 4-(5-methyl-7-(1,4,5-trimethyl-6-oxo-1,6-dihydropyridin-3-yl)-9H-carbazol-3-yl)-5,6-dihydropyridine-1(2H)-carboxylate CC1=C2C=3C=C(C=CC3NC2=CC(=C1)C1=CN(C(C(=C1C)C)=O)C)C1=CCN(CC1)C(=O)OC(C)(C)C